3,5-difluoro-4-(4-isopropylpiperidin-1-yl)aniline FC=1C=C(N)C=C(C1N1CCC(CC1)C(C)C)F